[Si].FOF fluoroether silicon